N-(cis-3-(benzyloxy)cyclohexyl)picolinamide C(C1=CC=CC=C1)O[C@H]1C[C@H](CCC1)NC(C1=NC=CC=C1)=O